4-amino-1-[(2S,5S)-5-ethynyl-5-(hydroxymethyl)-2H-furan-2-yl]-5-fluoro-pyrimidin-2-one NC1=NC(N(C=C1F)[C@H]1O[C@](C=C1)(CO)C#C)=O